S1C=NC2=C1C=C(C=C2)C=2C(=NN1C2OCC1)C1=CC(=CC=C1)C(F)(F)F 7-(Benzo[d]thiazol-6-yl)-6-(3-trifluoromethylphenyl)-2,3-dihydropyrazolo[5,1-b]oxazole